3-(6-methylpyridin-2-yl)-2,4,5,6-tetrakis(9H-pyrido[3,4-b]indol-9-yl)benzonitrile CC1=CC=CC(=N1)C=1C(=C(C#N)C(=C(C1N1C2=C(C3=CC=CC=C13)C=CN=C2)N2C1=C(C3=CC=CC=C23)C=CN=C1)N1C2=C(C3=CC=CC=C13)C=CN=C2)N2C1=C(C3=CC=CC=C23)C=CN=C1